dimethylhexyl-sulfonium C[S+](CCCCCC)C